O=C1NC(CCC1N1C(N(C2=C1C=CC=C2C21CC(C2)(C1)CN1CCN(CC1)C(=O)OC(C)(C)C)C)=O)=O tert-butyl 4-[[3-[1-(2,6-dioxo-3-piperidyl)-3-methyl-2-oxo-benzimidazol-4-yl]-1-bicyclo[1.1.1]pentanyl]methyl]piperazine-1-carboxylate